oxo-1-(propane-2-sulfonamido)propan O=C(CC)NS(=O)(=O)C(C)C